6-fluoro-3-methoxy-4-(2-ethyl-2H-1,2,3-triazol-4-yl)pyridin-2-amine FC1=CC(=C(C(=N1)N)OC)C1=NN(N=C1)CC